Cl.N[C@@H](CCCCN)C(=O)O lysine-HCl salt